CN1C=NC(=C2N=CN=C12)N 3-methyl-adenine